4-(2-(4-((1-isopropyl-1H-pyrazol-4-yl)methyl)-2-(2-isopropylphenyl)piperazin-1-yl)-7-azaspiro[3.5]nonan-7-yl)benzamide C(C)(C)N1N=CC(=C1)CN1CC(N(CC1)C1CC2(C1)CCN(CC2)C2=CC=C(C(=O)N)C=C2)C2=C(C=CC=C2)C(C)C